((7-ethyl-6-oxo-5,6-dihydro-1,5-naphthyridin-3-yl)methyl)-1',2',3',6'-tetrahydro-[3,4'-bipyridine]-6-carboxamide C(C)C=1C(NC=2C=C(C=NC2C1)CC1=NC(=CC=C1C=1CCNCC1)C(=O)N)=O